cobalt (II) ammonium phosphate P(=O)([O-])([O-])[O-].[NH4+].[Co+2]